C(N)(=O)C=1C=CC2=C(N=C(C3=CC=NC=C23)NCCC=2NC(=NN2)CCN(C(OC(C)(C)C)=O)CC2=CC(=C(C=C2)C2=CC=CC=C2)Cl)C1 tert-Butyl (2-(5-(2-((8-carbamoylbenzo[c][2,6]naphthyridin-5-yl)amino)ethyl)-4H-1,2,4-triazol-3-yl)ethyl)((2-chloro-[1,1'-biphenyl]-4-yl)methyl)carbamate